secondary butyl orthosilicate [Si](OC(C)CC)([O-])([O-])[O-]